COC1=CC=C(CN(S(=O)(=O)C2=C3C=NN(C3=CC(=C2)NC(CC2=C(C=CC=C2)Cl)=O)C(C(C)C)=O)CC2=CC=C(C=C2)OC)C=C1 N-(4-(N,N-bis(4-methoxybenzyl)sulfamoyl)-1-isobutyryl-1H-indazol-6-yl)-2-(2-chlorophenyl)acetamide